BrC1=C(C(=C(C(=C1F)F)F)F)S(=O)(=O)N(CC(=O)N(C1=C(C=C(C(=O)O)C=C1)OC)CC1=CC(=CC(=C1)C1CC1)C(C)(C)C)CC1=C(C=CC=C1C(F)(F)F)F 4-[[2-[(2-bromo-3,4,5,6-tetrafluoro-phenyl)sulfonyl-[[2-fluoro-6-(trifluoromethyl)phenyl]methyl]amino]acetyl]-[(3-tert-butyl-5-cyclopropyl-phenyl)methyl]amino]-3-methoxy-benzoic acid